3-(6-(3-chlorophenoxy)pyridin-3-yl)azetidine-1-carboxylic acid tert-butyl ester C(C)(C)(C)OC(=O)N1CC(C1)C=1C=NC(=CC1)OC1=CC(=CC=C1)Cl